2-methyl-5-(4-(morpholinomethyl)piperidin-1-yl)benzoic acid CC1=C(C(=O)O)C=C(C=C1)N1CCC(CC1)CN1CCOCC1